IC=1C=C(C[C@H](N)C(=O)O)C=C(C1OC1=CC(=C(C(=C1)I)O)I)I 3,5,3',5'-tetraiodo-l-thyronine